3-(2,6-Dichloropyridin-4-yl)cyclobutan-1-one ClC1=NC(=CC(=C1)C1CC(C1)=O)Cl